(S)-N-(1-amino-3-hydroxy-1-oxopropan-2-yl)-2-methyl-5-((2-methylpyridin-3-yl)methoxy)benzofuran-3-carboxamide NC([C@H](CO)NC(=O)C1=C(OC2=C1C=C(C=C2)OCC=2C(=NC=CC2)C)C)=O